2-(3-(2-ethylbutoxy)phenoxy)ethanamine C(C)C(COC=1C=C(OCCN)C=CC1)CC